CN(C(OC(CC)C(CC)OC(N(C)C)=O)=O)C hexane-3,4-diyl bis(dimethylcarbamate)